FC1=C(OC2CCN(CC2)C2=CC=C(C(=O)NN)C=C2)C=CC=C1 4-(4-(2-fluorophenoxy)piperidin-1-yl)benzohydrazide